NCCN1N=C(C=CC1=O)C(O)C1=C(C=C(C(=C1)C1=NC=NC2=CC(=CC=C12)N1CCOCC1)F)Cl 2-(2-Amino-ethyl)-6-{[2-Chloro-4-fluoro-5-(7-morpholin-4-yl-quinazolin-4-yl)phenyl]-hydroxymethyl}-2H-pyridazin-3-one